O=C1NC(CCC1N1C(N(C2=C1C=CC=C2N2CCN(CC2)C2CN(C2)C(=O)OC(C)(C)C)C)=O)=O Tert-butyl 3-{4-[1-(2,6-dioxopiperidin-3-yl)-3-methyl-2-oxo-1,3-benzodiazol-4-yl]piperazin-1-yl}azetidine-1-carboxylate